tert-butyl (1R,4s)-4-(2-(2-((2S,3S)-1-methyl-5-oxo-2-(pyridin-3-yl)pyrrolidine-3-carboxamido)ethoxy)acetamido)cyclohexane-1-carboxylate CN1[C@@H]([C@H](CC1=O)C(=O)NCCOCC(=O)NC1CCC(CC1)C(=O)OC(C)(C)C)C=1C=NC=CC1